CC1=NC=CC(=C1C)C1=CC=CC=2[C@@H](CCOC21)CNC(OC(C)(C)C)=O tert-butyl N-{[(4R)-8-(2,3-dimethylpyridin-4-yl)-3,4-dihydro-2H-1-benzopyran-4-yl]methyl}carbamate